C(CCCC)C1=CC=C(C=C1)C#CC1=CC(=C(N)C=C1)F 4-[2-(4-pentylphenyl)ethynyl]-2-fluoro-aniline